F[C@@H]1C[C@@]2(CCCN2C1)COC1=NC(=NC(=N1)N1CCOC[C@@H](C1)C)C(NO)=N |o1:22| 4-{[(2R,7aS)-2-fluoro-hexahydropyrrolizin-7a-yl]methoxy}-N-hydroxy-6-[(6R*)-6-methyl-1,4-oxazepan-4-yl]-1,3,5-triazine-2-carboximidamide